N-(6-(5-(hydroxymethyl)-1H-indol-4-yl)imidazo[1,2-a]pyridin-2-yl)cyclopropanecarboxamide OCC=1C(=C2C=CNC2=CC1)C=1C=CC=2N(C1)C=C(N2)NC(=O)C2CC2